C12C3C4C(CC(C3C(C=C1)C2)C4)C(=O)[O-] Tetracyclo[6.2.1.13,6.02,7]dodeca-9-ene-4-carboxylate